Tert-butyl (4-ethynyl-2-hydroxybenzyl)carbamate C(#C)C1=CC(=C(CNC(OC(C)(C)C)=O)C=C1)O